CC1=CNC2=CC=C(C=C12)O 3-methyl-1H-indol-5-ol